C(C)C(CCC(C)=O)CCCC 5-Ethyl-2-nonanone